6-acetyl-2-((5-(4-(3-aminopropyl)piperazin-1-yl)pyridin-2-yl)amino)-8-cyclopentyl-5-methylpyrido[2,3-d]pyrimidin-7(8H)-one C(C)(=O)C1=C(C2=C(N=C(N=C2)NC2=NC=C(C=C2)N2CCN(CC2)CCCN)N(C1=O)C1CCCC1)C